(R)-1-(4-benzyl-2-methyl-3-oxo-3,4-dihydro-2H-benzo[b][1,4]oxazin-7-yl)-3-(4-hydroxy-2-methylbutan-2-yl)urea C(C1=CC=CC=C1)N1C2=C(O[C@@H](C1=O)C)C=C(C=C2)NC(=O)NC(C)(CCO)C